C1([C@H](O)[C@@H](O)[C@H](O[C@H]2[C@H](O)[C@@H](O)[C@@H](O)[C@H](O2)CO)[C@H](O1)CO)N Lactosylamine